3-[(3-cyclopropyl-1,2,4-oxadiazol-5-yl)-methyl]-1-[2-(propan-2-yloxy)phenyl]urea C1(CC1)C1=NOC(=N1)CNC(NC1=C(C=CC=C1)OC(C)C)=O